tert-butyl N-[(3S,3aR,6S,6aR)-6-(tert-butoxycarbonylamino)-2,3,3a,5,6,6a-hexahydrofuro[3,2-b]furan-3-yl]carbamate C(C)(C)(C)OC(=O)N[C@H]1CO[C@H]2[C@@H]1OC[C@@H]2NC(OC(C)(C)C)=O